4-(1-(4-((3-chloro-4-fluorophenyl)amino)-1-(4-(trifluoromethyl)benzyl)-1H-indole-7-carboxamido)cyclopropyl)benzoic acid ClC=1C=C(C=CC1F)NC1=C2C=CN(C2=C(C=C1)C(=O)NC1(CC1)C1=CC=C(C(=O)O)C=C1)CC1=CC=C(C=C1)C(F)(F)F